CC=1C=C(C=NC1)C#N 5-methylpyridine-3-carbonitrile